N1C=C(C=C1)CNC1=C(C(=C(C=C1)NC(CCCCCC)=O)N)F N-(4-(((1H-Pyrrol-3-yl)methyl)amino)-2-amino-3-fluorophenyl)heptanamid